(2S,5R)-5-(2-chlorophenyl)-1-(4-(4-methoxypyridin-3-yl)benzoyl)pyrrolidine-2-carboxylic acid ClC1=C(C=CC=C1)[C@H]1CC[C@H](N1C(C1=CC=C(C=C1)C=1C=NC=CC1OC)=O)C(=O)O